(S)-ethyl 5-amino-3-(4-((5-fluoro-2-methoxybenzamido) methyl)phenyl)-1-(1,1,1-trifluoropropan-2-yl)-1H-pyrazole-4-carboxylate NC1=C(C(=NN1[C@H](C(F)(F)F)C)C1=CC=C(C=C1)CNC(C1=C(C=CC(=C1)F)OC)=O)C(=O)OCC